7-(3,4-dimethoxyphenyl)-N-((1R,4R)-4-(4-morpholinopiperidine-1-carbonyl)cyclohexyl)pyrazolo[1,5-a]pyrimidine-2-carboxamide COC=1C=C(C=CC1OC)C1=CC=NC=2N1N=C(C2)C(=O)NC2CCC(CC2)C(=O)N2CCC(CC2)N2CCOCC2